(±)-3-(6-bromo-3-pyridyl)tetrahydrofuran-3-carbonitrile BrC1=CC=C(C=N1)[C@@]1(COCC1)C#N |r|